4-tert-butoxy-3,3-dimethyl-4-oxobutanoic acid C(C)(C)(C)OC(C(CC(=O)O)(C)C)=O